tert-Butyl 7-[(acetyloxy)methyl]-5-(2-methylpyrimidin-5-yl)indazole-1-carboxylate C(C)(=O)OCC=1C=C(C=C2C=NN(C12)C(=O)OC(C)(C)C)C=1C=NC(=NC1)C